2,2-Dideuterio-1,3-benzodioxole-5-carbaldehyde [2H]C1(OC2=C(O1)C=CC(=C2)C=O)[2H]